Cl.CC1=NC2=CC=CC=C2C(=N1)OCCCN1CCC(CC1)(O)C1=CC=CC=C1 (3-((2-Methylquinazolin-4-yl)oxy)propyl)-4-phenylpiperidin-4-ol hydrochloride